2-{1-[2-hydroxy-3,5-bis(2-methylbutan-2-yl)phenyl]ethyl}-4,6-bis(2-methylbutan-2-yl)phenyl propa-2-enoate C(C=C)(=O)OC1=C(C=C(C=C1C(C)(CC)C)C(C)(CC)C)C(C)C1=C(C(=CC(=C1)C(C)(CC)C)C(C)(CC)C)O